N-margaroyl-aspartic acid C(CCCCCCCCCCCCCCCC)(=O)N[C@@H](CC(=O)O)C(=O)O